C(C(=C)C)(=O)OCCC[Si](O[SiH](C)C)(O[SiH](C)C)O[SiH](C)C 3-methacryloxypropyl-tris(dimethylsiloxy)silane